C(C)[C@@H]1CN(S(C2=C(O1)C=CC=C2)(=O)=O)CC=2C=C(SC2C)[C@H](CC(=O)O)C2=C(C1=C(N(N=N1)CC)C=C2)C |o1:22| (R or S)-3-(4-(((R)-4-Ethyl-1,1-dioxido-3,4-dihydro-2H-benzo[b][1,4,5]oxathiazepin-2-yl)methyl)-5-methylthiophen-2-yl)-3-(1-ethyl-4-methyl-1H-benzo[d][1,2,3]triazol-5-yl)propanoic acid